L-aspartic acid magnesium [Mg].N[C@@H](CC(=O)O)C(=O)O